N-(2-{8-[(2-cyano-2-methylideneethyl)amino]-7-methoxynaphthalen-2-yl}pyridin-4-yl)-1-methylpyrrolidine-3-carboxamide C(#N)C(CNC=1C(=CC=C2C=CC(=CC12)C1=NC=CC(=C1)NC(=O)C1CN(CC1)C)OC)=C